IC(C(=O)O)(CCCCCCCCCCCCCCCC)I diiodooctadecanoic acid